O=C1C2=C(C=NN1CC(=O)O)SC=C2 2-(4-oxothieno[2,3-d]pyridazin-5(4H)-yl)acetic acid